NCCN(C(OC(C)(C)C)=O)C[Sn](CCCC)(CCCC)CCCC tert-butyl N-(2-aminoethyl)-N-(tributylstannylmethyl)carbamate